ClC1=C(OC=2C=C3CC4(CC4)C(NC3=CC2)=O)C(=CC(=C1)[N+](=O)[O-])Cl 6-(2,6-dichloro-4-nitro-phenoxy)spiro[1,4-dihydroquinoline-3,1'-cyclopropane]-2-one